methoxy-7-(2-methoxyethoxy)quinazolin COC1=NC2=CC(=CC=C2C=N1)OCCOC